FC1=C(C(=CC=C1C)B1OC(C(O1)(C)C)(C)C)O 2-fluoro-3-methyl-6-(4,4,5,5-tetramethyl-1,3,2-dioxaborolan-2-yl)phenol